C(C)(C)(C)OC(=O)N(C)C=1C(=C(C(=O)O)C=CC1)[N+](=O)[O-] ((tert-Butoxycarbonyl)(methyl)amino)-2-nitrobenzoic acid